Cl.C1N(CC12CCNCC2)C2=NC=NC=C2OC2=C(C(=O)N(C(C)C)C1CC1)C=C(C=C2)F 2-((4-(2,7-diazaspiro[3.5]nonan-2-yl)pyrimidin-5-yl)oxy)-N-cyclopropyl-5-fluoro-N-isopropylbenzamide, hydrochloride